FC(C(=O)O)(F)F.N[C@H]1CN(CCC1)C1=NC=2N(C=C1)N=CC2C(=O)NC2=CC(=C(C=C2)N2CCOCC2)OC (R)-5-(3-aminopiperidin-1-yl)-N-(3-methoxy-4-morpholinophenyl)pyrazolo[1,5-a]pyrimidine-3-carboxamide trifluoroacetate